ClC1=CC=C(C=C1)C1=CC(=NC(=N1)C=1C=NC=CC1)N1C[C@@H](NCC1)CCO (S)-2-(4-(6-(4-chlorophenyl)-2-(pyridin-3-yl)pyrimidin-4-yl)piperazin-2-yl)ethanol